bromoisocyanuric acid monosodium salt hydrate O.[Na].BrN1C(=O)NC(=O)NC1=O